3-(1-((4-methyl-4H-1,2,4-triazol-3-yl)thio)ethyl)phenyl-1H-1,2,3-triazole CN1C(=NN=C1)SC(C)C=1C=C(C=CC1)N1N=NC=C1